CC1=C(C=CC=C1)C1=CC=C(C=C1)C=1C=NN2N=CC=CC21 3-[4-(methyl-phenyl)phenyl]pyrazolo[1,5-b]pyridazine